S1C(=NC2=C1C=CC=C2)\C(\CC(=O)O)=C\C=2C(=NN(C2)C)C2=C(C=CC=C2)F (E)-3-(benzo[d]thiazol-2-yl)-4-(3-(2-fluorophenyl)-1-methyl-1H-pyrazol-4-yl)but-3-enoic acid